ClC=1C=C(C=CC1Cl)NC1=CC=C2C=3CCCCC3N(C2=C1)CCNC(OC(C)(C)C)=O tert-Butyl 2-(7-(3,4-dichlorophenylamino)-3,4-dihydro-1H-carbazol-9(2H)-yl)ethylcarbamate